NC1=CC=C(C=N1)N1C=C(C(C2=CC(=C(C=C12)N1[C@H](CCC1)COC1=NC=CC=C1F)F)=O)C(=O)O 1-(6-Aminopyridin-3-yl)-6-fluoro-7-[(2R)-2-[[(3-fluoropyridin-2-yl)oxy]methyl]pyrrolidin-1-yl]-4-oxoquinoline-3-carboxylic acid